CN(CC(=O)O)C1COCC1 N-methyl-N-(tetrahydrofuran-3-yl)glycine